(Z)-3-(1-(4-amino-2-fluorobut-2-en-1-yl)-2-(trifluoromethyl)-1H-benzo[d]imidazole-4-yl)-N-cyclopropylbenzenesulfonamide hydrochloride Cl.NC\C=C(\CN1C(=NC2=C1C=CC=C2C=2C=C(C=CC2)S(=O)(=O)NC2CC2)C(F)(F)F)/F